NC1=CC(=NC(=N1)N1C=NC=C1)C(=O)NC1CCC(CC1)OC 6-amino-2-(1H-imidazol-1-yl)-N-((1r,4r)-4-methoxycyclohexyl)pyrimidine-4-carboxamide